1-[4-[(R)-amino(4,5-dichloro-2-hydroxyphenyl)methyl]piperidin-1-yl]-2-(oxetan-3-yloxy)ethan-1-one N[C@H](C1CCN(CC1)C(COC1COC1)=O)C1=C(C=C(C(=C1)Cl)Cl)O